C(C)(C)(C)OC(=O)N[C@H]1[C@H](CCC1)N1N=C(C=C1C(=O)OCC)N1[C@@H](COCC1)C ethyl 1-((1S,2R)-2-((tert-butoxycarbonyl)amino)cyclopentyl)-3-((R)-3-methylmorpholino)-1H-pyrazole-5-carboxylate